n-butyl (N,N-dimethylamino)benzoate CN(C)C1=C(C(=O)OCCCC)C=CC=C1